(E)-3-(benzylamino)-3-methylpiperidine-2,6-dione C(C1=CC=CC=C1)NC1(C(NC(CC1)=O)=O)C